C(C)(C)(C)C=1C=C(C=C(C1O)C(C)(C)C)CCC(=O)OCOC(CCC1=CC(=C(C(=C1)C(C)(C)C)O)C(C)(C)C)=O methylene bis[3-(3,5-di-tert-butyl 4-hydroxy phenyl) propionate]